4-cyano-2,3,5,6-tetrafluoro-N-(4-(8-(1-methyl-6-(trifluoromethyl)-1H-benzo[d]imidazol-5-yl)indolizine-3-carbonyl)phenyl)benzenesulfonamide C(#N)C1=C(C(=C(C(=C1F)F)S(=O)(=O)NC1=CC=C(C=C1)C(=O)C1=CC=C2C(=CC=CN12)C1=CC2=C(N(C=N2)C)C=C1C(F)(F)F)F)F